OC1=NC2=C(OC13N(C1=CC=CC=C1C3)CCCCCCCCCCCCCCCC)C=CC3=CC=CC=C32 hydroxy-1-hexadecyl-spiro[indoline-2,3'-(3H)-naphtho(2,1-b)-1,4-oxazine]